C(C1=CC=CC=C1)OCC1=CC=C(C=C1)NC(C1=CC(=CC=C1)C1=NC(=C(N=C1)Cl)NS(=O)(=O)N1CCOCC1)=O N-(4-((benzyloxy)methyl)phenyl)-3-(5-chloro-6-(morpholine-4-sulfonamido)pyrazin-2-yl)benzamide